5-{2-[(3-exo)-9-Azabicyclo[3.3.1]non-3-yl(methyl)amino][1,3]thiazolo[5,4-b]pyridin-5-yl}-2-methyl-2H-indazol-7-carbonitril-Hydrochlorid Cl.C12CC(CC(CCC1)N2)N(C=2SC1=NC(=CC=C1N2)C2=CC1=CN(N=C1C(=C2)C#N)C)C